FC=1C=CC(=C(C1)CC(=O)OC(C)(C)C)NC(C1=CC(=C(C=C1)N1CCOCCC1)[N+](=O)[O-])=O tert-butyl 2-(5-fluoro-2-(3-nitro-4-(1,4-oxazepan-4-yl)benzamido) phenyl)acetate